4-{[(1R)-1-(4-chlorophenyl)-5-(1,2-dihydroxypropan-2-yl)-1-{[1-(hydroxymethyl)cyclopropyl]methoxy}-3-oxo-2,3-dihydro-1H-isoindol-2-yl]methyl}benzonitrile ClC1=CC=C(C=C1)[C@@]1(N(C(C2=CC(=CC=C12)C(CO)(C)O)=O)CC1=CC=C(C#N)C=C1)OCC1(CC1)CO